ClC=1C=C(NC2(CCC3(C(CC4=CC=CC=C34)=C3CCCC3)CC2)C(=O)O)C=CC1 (1r,4r)-4-(3-chloroanilino)-2'-cyclopentylidene-2',3'-dihydrospiro[cyclohexane-1,1'-indene]-4-carboxylic acid